C(#N)C1=CC(=C(CSC2=CC=CC(=N2)C=2CC=NCC2)C=C1)F 6-(4-cyano-2-fluorobenzyl)thio-3',6'-dihydro-[2,4'-bipyridin]